C(CC)NC(NCCC)[SiH2]C1=CC(=CC=C1)C=C bis(n-propylamino)methyl-3-vinylphenylsilane